CC=1C(NC=CC1C1=CC=CC=2N1N=CC2C(=O)NC2=CC(=NC=C2)C(F)(F)F)=C=O 7-(3-methyl-2-carbonyl-1,2-dihydropyridin-4-yl)-N-(2-(trifluoromethyl)pyridin-4-yl)pyrazolo[1,5-a]pyridine-3-carboxamide